N-(3-(3'-Chloro-6-methoxy-5-(((((S)-5-oxopyrrolidin-2-yl)methyl)amino)methyl)-[2,4'-bipyridin]-2'-yl)-2-methylphenyl)-5-(((S)-3-hydroxypyrrolidin-1-yl)methyl)-4-methoxypicolinamide ClC=1C(=NC=CC1C1=NC(=C(C=C1)CNC[C@H]1NC(CC1)=O)OC)C=1C(=C(C=CC1)NC(C1=NC=C(C(=C1)OC)CN1C[C@H](CC1)O)=O)C